7-[(5-Methoxycarbonylpyrazin-2-yl)-methyl-amino]-4-azaspiro[2.5]octane-4-carboxylic acid tert-butyl ester C(C)(C)(C)OC(=O)N1C2(CC2)CC(CC1)N(C)C1=NC=C(N=C1)C(=O)OC